(E)-Methyl 4-(2-((3-(6-aminopyridin-3-yl)acrylamido)methyl)-7-methoxybenzofuran-5-yl)benzoate NC1=CC=C(C=N1)/C=C/C(=O)NCC=1OC2=C(C1)C=C(C=C2OC)C2=CC=C(C(=O)OC)C=C2